(1R,5S,6r)-6-[(4-methyl-2-pyridinyl)carbonyl]-3-azabicyclo[3.1.0]Hexane-3-carboxylic acid CC1=CC(=NC=C1)C(=O)C1[C@H]2CN(C[C@@H]12)C(=O)O